pentadecylmagnesium chloride C(CCCCCCCCCCCCCC)[Mg]Cl